N-((5-fluoro-2,3-dihydrobenzofuran-4-yl)methyl)-8-(5-methylimidazo[1,2-a]pyridin-8-yl)-[1,2,4]triazolo[4,3-c]pyrimidin-5-amine FC=1C=CC2=C(CCO2)C1CNC1=NC=C(C=2N1C=NN2)C=2C=1N(C(=CC2)C)C=CN1